COC=1C(=C2C=NN(C2=CC1)C)NC(OC(C)(C)C)=O tert-butyl (5-methoxy-1-methyl-1H-indazol-4-yl)carbamate